(S)-3-((4-(4-((S)-3,3-difluoro-1-(4-(1,4,5-trimethyl-6-oxo-1,6-dihydropyridin-3-yl)benzyl)piperidin-4-yl)piperazin-1-yl)-3-fluorophenyl)amino)piperidine-2,6-dione FC1(CN(CC[C@@H]1N1CCN(CC1)C1=C(C=C(C=C1)N[C@@H]1C(NC(CC1)=O)=O)F)CC1=CC=C(C=C1)C1=CN(C(C(=C1C)C)=O)C)F